ClC1=NC2=C(C=C(C=C2C=N1)Cl)F 2,6-dichloro-8-fluoroquinazoline